C1(CC1)C1=CC(=C(C=C1)C(C)O)F 1-(4-cyclopropyl-2-fluorophenyl)ethan-1-ol